pyrosulfite Potassium [K+].S(=O)(=O)([O-])S(=O)[O-].[K+]